C1(CC1)CCCO 3-Cyclopropyl-propan-1-ol